3-(benzyloxy)phenyl-boronic acid C(C1=CC=CC=C1)OC=1C=C(C=CC1)B(O)O